Methyl indole-3-acetate N1C=C(C2=CC=CC=C12)CC(=O)OC